CC1(OB(OC1(C)C)C1=CC=C(CN2CCCC2)C=C1)C 1-(4-(4,4,5,5-tetramethyl-1,3,2-dioxaborolan-2-yl)benzyl)pyrrolidine